CC1=C(C=CC(=C1)OCC(N1CCC(CC1)CC1CCNCC1)=O)N1C(NC(CC1)=O)=O 1-[2-Methyl-4-[2-oxo-2-[4-(4-piperidylmethyl)-1-piperidyl]ethoxy]phenyl]hexahydropyrimidine-2,4-dione